FC1=CC=C(C=C1)N1N=CC2=CC(=C(C=C12)C)C1N(CCC(C1)C=O)S(=O)(=O)C=1C=NN(C1)CCC (1-(4-fluorophenyl)-6-methyl-1H-indazol-5-yl)-1-((1-propyl-1H-pyrazol-4-yl)sulfonyl)piperidine-4-carbaldehyde